C(C1=CC=CC=C1)OC1=CC=C(C=C1)C[C@@H](C(=O)O)NC(CC)=O (S)-3-(4-(benzyloxy)phenyl)-2-propionamidopropionic acid